[Cl-].[Li+] Lithium chloride salt